FC=1C=NC=C(C1)SCC1=CC=C(C=C1)OC 3-fluoro-5-((4-methoxybenzyl)thio)pyridine